ClC=1C=C(C=CC1)C1=NN(C(C2=C1N=CN2)=O)CC(=O)N(C)C2=CC1=C(OC(O1)(F)F)C=C2 2-(7-(3-chlorophenyl)-4-oxo-3,4-dihydro-5H-imidazo[4,5-d]pyridazin-5-yl)-N-(2,2-difluorobenzo[d][1,3]dioxol-5-yl)-N-methylacetamide